1-(tert-butoxycarbonyl)-4-((2s,3s)-2-((tert-butoxycarbonyl)amino)-3-methylpentanamido)piperidine-2-carboxylic acid C(C)(C)(C)OC(=O)N1C(CC(CC1)NC([C@H]([C@H](CC)C)NC(=O)OC(C)(C)C)=O)C(=O)O